(S)-N-((1H-pyrrolo[3,2-c]pyridin-2-yl)methyl)-3-(benzylamino)-4-oxo-4,6,7,8-tetrahydropyrrolo[1,2-a]pyrazine-6-carboxamide N1C(=CC=2C=NC=CC21)CNC(=O)[C@@H]2CCC=1N2C(C(=NC1)NCC1=CC=CC=C1)=O